4-(trans-4'-pentylcyclohexyl)-3',5',2,6-tetrafluoro-1-isothiocyanatoterphenyl C(CCCC)[C@@H]1CC[C@H](CC1)C1=CC(C(C(=C1)F)(C=1C(=C(C=C(C1)F)F)C1=CC=CC=C1)N=C=S)F